1-(2-Chlorophenyl)-7-cyclopropyl-4-(methylamino)quinazolin-2(1H)-one ClC1=C(C=CC=C1)N1C(N=C(C2=CC=C(C=C12)C1CC1)NC)=O